5-((diethoxyphosphoryl)methyl)benzo[b]thiophene-2-carboxylic acid C(C)OP(=O)(OCC)CC1=CC2=C(SC(=C2)C(=O)O)C=C1